COC1=NC=NC(=C1B(O)O)C 4-methoxy-6-methylpyrimidin-5-ylboronic acid